C(C)(C)(C)OCCN1C(C2=CC(=CC=C2C1)C1=NC(=NC=C1Cl)NC1CCOCC1)=O 2-[2-(tert-Butoxy)ethyl]-6-{5-chloro-2-[(oxan-4-yl)amino]pyrimidin-4-yl}-2,3-dihydro-1H-isoindol-1-on